diacetyl-thioxainine C(C)(=O)C1=C(OSC=C1)C(C)=O